3-glycidoxypropyl-methyldiethyl-silane Methyl-(2-(N-propionylpropionamido)ethyl)fumarate C\C(=C(/C(=O)O)\CCN(C(CC)=O)C(CC)=O)\C(=O)O.C(C1CO1)OCCC[Si](CC)(CC)C